3-((3-hydroxypyrrolidin-1-yl)methyl)-1,7-naphthyridin OC1CN(CC1)CC=1C=NC2=CN=CC=C2C1